C1=CC(=CN=C1)C(=O)NCO hydroxymethylnicotinamide